4-(6-nitropyridin-3-yl)-3-oxopiperazine-1-carboxylic acid tert-butyl ester C(C)(C)(C)OC(=O)N1CC(N(CC1)C=1C=NC(=CC1)[N+](=O)[O-])=O